FC=1C=CC2=C(CCO2)C1CNC1=NC=C(C=2N1C=NN2)C=2N=C1N(C=CC=C1)C2C#N (5-(((5-fluoro-2,3-dihydrobenzofuran-4-yl)methyl)amino)-[1,2,4]triazolo[4,3-c]pyrimidin-8-yl)imidazo[1,2-a]pyridine-3-carbonitrile